CC1=C(C(=C(C(=C1)O)[2H])[2H])[2H] methylphenol-d3